C(#N)[C@]1(COCC1)N1CCN(CC1)C(=O)OC(C)(C)C |o1:2| (R or S)-tert-butyl 4-(3-cyanotetrahydrofuran-3-yl)piperazine-1-carboxylate